(1r,2r) or (1s,2s)-1,2-cyclohexanedicarboxylic acid hydrazide [C@@H]1([C@@H](CCCC1)C(=O)O)C(=O)NN |o1:0,1|